CC([C@@H](C(=O)N1[C@@H]([C@H]2C([C@H]2C1)(C)C)C(=O)OCC1=CC=CC=C1)NC(C(F)(F)F)=O)(C)C benzyl (1R,2S,5S)-3-[(2S)-3,3-dimethyl-2-[(2,2,2-trifluoroacetyl)amino]butanoyl]-6,6-dimethyl-3-azabicyclo[3.1.0]hexane-2-carboxylate